tert-butyl-m-isopropylbenzene C(C)(C)(C)C1=CC(=CC=C1)C(C)C